(3R)-3-((dimethylamino)methyl)-5-(2-(3-((2-methoxy-4-(methylsulfonyl)phenyl)amino)prop-1-yn-1-yl)-3-(2,2,2-trifluoroethyl)imidazo[1,2-a]pyridin-8-yl)pyrrolidin-2-one CN(C)C[C@@H]1C(NC(C1)C=1C=2N(C=CC1)C(=C(N2)C#CCNC2=C(C=C(C=C2)S(=O)(=O)C)OC)CC(F)(F)F)=O